3-(4-Chlorophenyl)-N-(4-methyl-3-(pyridin-4-yl)-1H-pyrazol-5-yl)propanamide ClC1=CC=C(C=C1)CCC(=O)NC1=C(C(=NN1)C1=CC=NC=C1)C